C(#N)C1=C(N=C(S1)N(C1=C(N=C2N1C=C(C=C2)C=2C=NC(=NC2)N2CCC(CC2)C(=O)NC2CCN(CC2)C(=O)OC(C)(C)C)CC)C)C2=CC=C(C=C2)F tert-butyl 4-(1-(5-(3-((5-cyano-4-(4-fluorophenyl)thiazol-2-yl)(methyl)amino)-2-ethylimidazo[1,2-a]pyridin-6-yl) pyrimidin-2-yl)piperidine-4-carboxamido)piperidine-1-carboxylate